2-(bis(3-chloro-4-fluorophenyl)methyl)-5-((3,3-difluoropyrrolidin-1-yl)sulfonyl)-1H-imidazole ClC=1C=C(C=CC1F)C(C=1NC(=CN1)S(=O)(=O)N1CC(CC1)(F)F)C1=CC(=C(C=C1)F)Cl